C(C)N(CCCNC(=O)C1=CC2=C(N3C(S2)=NC(=C3)C3=CC=C(C=C3)CNCCOC)C=C1)CC N-(3-(diethylamino)propyl)-2-(4-(((2-methoxyethyl)amino)methyl)phenyl)benzo[d]imidazo[2,1-b]thiazole-7-carboxamide